BrC=1C(=C(OC2CCC(CC2)CC[C@@H](CN2CCN(CC2)C=2OC3=C(N2)C=C(C=C3)C3C(NC(CC3)=O)=O)C)C=CC1)C 3-(2-(4-((S)-4-((1r,4R)-4-(3-bromo-2-methylphenoxy)cyclohexyl)-2-methylbutyl)piperazin-1-yl)benzo[d]oxazol-5-yl)piperidine-2,6-dione